6-(2,6-dimethylpyrimidin-4-yl)-4,6-dimethyl-5-oxo-5,6,7,8-tetrahydroquinolin CC1=NC(=CC(=N1)C1(C(C=2C(=CC=NC2CC1)C)=O)C)C